C(C)(C)[C@H]1[C@@H](C[C@@H](CC1)C)OC(C)=O Acetic acid [(1R,2S,5R)-2-isopropyl-5-methylcyclohexyl]ester